α,α-dimethyl-3-isopropenyl-benzyl isocyanate CC(C1=CC(=CC=C1)C(=C)C)(C)N=C=O